2-[2-(1-pyrrolidinyl)ethoxy]ethyl-N-methyl-N-propyl-amine N1(CCCC1)CCOCCN(CCC)C